C(C)(C)(C)OC(=O)N1N=CC2=CC(=CC=C12)NC1=C(C=C(C=C1)N1CC(OC(C1)C)C)C 5-((4-(2,6-dimethylmorpholino)-2-methylphenyl)amino)-1H-indazole-1-carboxylic acid tert-butyl ester